2,2-dimethyl-5-[(1E)-{[2-(methylsulfanyl)pyrimidin-5-yl]imino}methyl]-1,3-dioxane-4,6-dione CC1(OC(C(C(O1)=O)/C=N/C=1C=NC(=NC1)SC)=O)C